N(=[N+]=[N-])C1CCC(CN(C1)CC1=CC=CC=C1)(F)F 6-azido-1-benzyl-3,3-difluoroazepane